C1=CC=C(C=2C3=CC=CC=C3NC12)[C@@H](C)NC(C1=C(C=CC(=C1)NC1CNC1)C)=O (R)-N-(1-(9H-carbazol-4-yl)ethyl)-5-(azetidin-3-ylamino)-2-methylbenzamide